heptadec-9-yl propionate C(CC)(=O)OC(CCCCCCCC)CCCCCCCC